[4-[(E)-[(1,1-dioxo-1,2-benzothiazol-3-yl)-sec-butyl-hydrazono]methyl]-2-methoxy-phenyl]boronic acid O=S1(N=C(C2=C1C=CC=C2)N(\N=C\C2=CC(=C(C=C2)B(O)O)OC)C(C)CC)=O